[Cl-].ClC=1C=C(CN)C=CC1 m-chlorobenzylamine chloride